5-phenylvaleric acid C1(=CC=CC=C1)CCCCC(=O)O